5-(2-methoxyethyl)pyridazin-3(2H)-one COCCC1=CC(NN=C1)=O